N=1C=C(N2C1C=CC=C2)C2CN(CCC2)C2=CC(=NC(=N2)C(C)C)N 6-(3-(imidazo[1,2-a]pyridin-3-yl)piperidin-1-yl)-2-isopropylpyrimidin-4-amine